CC=1OC(=CC(C1)=O)C 2,6-dimethyl-4H-pyran-4-one